C(=C(C)C)O isocrotyl alcohol